1-METHYL-1H-PYRAZOLE-4-BORONIC ACID CN1N=CC(=C1)B(O)O